[(3-{2-chloro-4-fluoro-5-[3-methyl-2,6-dioxo-4-(trifluoromethyl)-3,6-dihydropyrimidin-1(2H)-yl] phenoxy} pyridin-2-yl) oxy] acetate C(C)(=O)OOC1=NC=CC=C1OC1=C(C=C(C(=C1)N1C(N(C(=CC1=O)C(F)(F)F)C)=O)F)Cl